C(C=C)(=O)OCCOC1(C(=O)O)C(C(=O)O)CCCC1.N(=[N+]=[N-])CCCC(C(=O)N)CC azidopropylethyl-acetamide acryloxyethoxyhexahydrophthalate